6-(2-(methyl-d3)-5-(1,1,1-trifluoro-2,3-dihydroxypropan-2-yl)phenyl)pyrazine-2-carboxamide C(C1=C(C=C(C=C1)C(C(F)(F)F)(CO)O)C1=CN=CC(=N1)C(=O)N)([2H])([2H])[2H]